(4-(4-(3-(tert-butyl)phenoxy)butyl)phenyl)(piperazin-1-yl)methanone hydrochloride Cl.C(C)(C)(C)C=1C=C(OCCCCC2=CC=C(C=C2)C(=O)N2CCNCC2)C=CC1